N-(4-(4-amino-5-cyano-3-cyclopentyl-1H-pyrazol-1-yl)benzyl)-5-fluoro-2-methoxybenzamide NC=1C(=NN(C1C#N)C1=CC=C(CNC(C2=C(C=CC(=C2)F)OC)=O)C=C1)C1CCCC1